OC(CN1CC(CC1=O)C(=O)N)(C)C 1-(2-hydroxy-2-methylpropyl)-5-oxopyrrolidine-3-carboxamide